(2,4-difluorobenzyl)-1,6,11-trioxo-1,6,7,11-tetrahydro-3H-2,7-methanopyrido[1,2-a][1,4]diazonine-10-carboxamide FC1=C(CC2N3C(C=4N(C(C(C=C2)=O)C3)C=C(C(C4)=O)C(=O)N)=O)C=CC(=C1)F